N'-benzhydryl-ethylenediamine C(C1=CC=CC=C1)(C1=CC=CC=C1)NCCN